NC=1C=CC(=C(C1)NC(C1=CC=C(C(=O)N(C)C)C=C1)=O)C N4-(5-amino-2-methyl-phenyl)-N1,N1-dimethyl-terephthalamide